C(C)C1=C(C(C=NCCN=CC=2C(O)=C(C=CC2)CC)=CC=C1)O bis(3-ethyl-salicylidene)-ethylenediamine